ClC1=CC(=C(COC2=CC=CC(=N2)C=2CCN(CC2)CC2=NC3=C(N2C[C@H]2OCC2)C=CC(=C3)C(=O)O)C=C1)F (S)-2-((6-((4-chloro-2-fluorobenzyl)oxy)-3',6'-dihydro-[2,4'-bipyridin]-1'(2'H)-yl)methyl)-1-(oxetan-2-ylmethyl)-1H-benzo[d]imidazole-5-carboxylic acid